2-Methoxy-1-(trifluoromethoxy)-4-vinylbenzene COC1=C(C=CC(=C1)C=C)OC(F)(F)F